C(C=C)(=O)OCCOCC(=O)O 2-(2-(acryloyloxy)ethoxy)acetic acid